tert-butyl 4-[2-[4-[3-[(3S,5S)-1-[1-(2-chloro-4-fluoro-phenyl)pyrazole-4-carbonyl]-5-methoxycarbonyl-pyrrolidin-3-yl]oxyphenyl]indazol-2-yl]ethyl]piperazine-1-carboxylate ClC1=C(C=CC(=C1)F)N1N=CC(=C1)C(=O)N1C[C@H](C[C@H]1C(=O)OC)OC=1C=C(C=CC1)C=1C2=CN(N=C2C=CC1)CCN1CCN(CC1)C(=O)OC(C)(C)C